(E)-3-(ortho-methylphenyl)acrylic acid CC1=C(C=CC=C1)/C=C/C(=O)O